5-methyl-N-(4-piperidyl)-10H-indolo[3,2-b]quinolin-5-ium-11-amine chloride [Cl-].C[N+]1=C2C(=C(C3=CC=CC=C13)NC1CCNCC1)NC1=CC=CC=C12